C(#N)CN(S(=O)(=O)C)C1=CC(=CC=C1)C1=CSC2=C1N=C(N=C2)NC2=CC=C(C=C2)N2CCOCC2 N-(cyanomethyl)-N-(3-(2-(4-morpholinophenylamino)thieno[3,2-d]pyrimidin-7-yl)phenyl)methanesulfonamide